C1(CCCCC1)NC(=O)C=1C=C2C=3CC(CCC3NC2=CC1)NCCC N-(cyclohexyl)-3-(propyl)amino-1,2,3,4-tetrahydro-9H-carbazole-6-carboxamide